C(C)(C)(C)OC(=O)N1CC(CCC1)(F)COC1=CC(=CC(=C1)C=1SC(=CN1)C)C#N tert-Butyl-3-{[3-cyano-5-(5-methyl-1,3-thiazol-2-yl)phenoxy]methyl}-3-fluoropiperidine-1-carboxylate